NC=1C(=NC(=CN1)C1=C(C=CC(=C1)C(C(F)F)(CO)O)C)C(=O)NC12CCC(C1)(C2)C#N 3-amino-N-(4-cyanobicyclo[2.1.1]hex-1-yl)-6-(5-(1,1-difluoro-2,3-dihydroxypropan-2-yl)-2-methylphenyl)pyrazine-2-carboxamide